ClC=1C=C(C=CC1)[C@@H]1[C@H](N(C([C@H](C1)CC(=O)NS(=O)(=O)C)=O)[C@H](C(=O)OCC)CC)C1=CC=C(C=C1)Cl (S)-Ethyl 2-((2S,3R,5R)-3-(3-chlorophenyl)-2-(4-chlorophenyl)-5-(2-(methylsulfonamido)-2-oxoethyl)-6-oxopiperidin-1-yl)butanoate